NC=1C=C(C=CC1)NC=1N=C(N=NC1Cl)NC=1C=NN(C1)C N5-(3-aminophenyl)-6-chloro-N3-(1-methyl-1H-pyrazol-4-yl)-1,2,4-triazine-3,5-diamine